N-(3-diethylaminopropyl)linoleamide C(C)N(CCCNC(CCCCCCC\C=C/C\C=C/CCCCC)=O)CC